tert-butyl (3S,4S)-4-formyl-3-methylpiperidine-1-carboxylate C(=O)[C@@H]1[C@@H](CN(CC1)C(=O)OC(C)(C)C)C